ClC=1C=C2C(=CC1)N(C(C21CCN(CC1)CCOC=1C=NC(=NC1)C(C)S(=O)(=O)C)=O)C([2H])([2H])[2H] 5-chloro-1'-(2-{[2-(1-methanesulfonyl-ethyl)pyrimidin-5-yl]oxy}ethyl)-1-(2H3)methyl-1,2-dihydrospiro[indole-3,4'-piperidin]-2-one